N-[(1R,3S)-3-{[6-chloro-2-(trifluoromethyl)quinolin-4-yl]amino}cyclohexyl]-1H-indole-4-carboxamide ClC=1C=C2C(=CC(=NC2=CC1)C(F)(F)F)N[C@@H]1C[C@@H](CCC1)NC(=O)C=1C=2C=CNC2C=CC1